3-ethyl-2-(hydroxydiphenylmethyl)-7-methoxyimidazo[1,2-a]Pyridine-6-carboxylic acid methyl ester COC(=O)C=1C(=CC=2N(C1)C(=C(N2)C(C2=CC=CC=C2)(C2=CC=CC=C2)O)CC)OC